tetradec-2,4,6-trien-9-yl acetate C(C)(=O)OC(CC=CC=CC=CC)CCCCC